trans-2-[[1-ethyl-4-[[4-(trifluoromethyl)phenyl]methyl]indazole-3-carbonyl]amino]spiro[3.3]heptane-6-carboxylic acid C(C)N1N=C(C2=C(C=CC=C12)CC1=CC=C(C=C1)C(F)(F)F)C(=O)NC1CC2(C1)CC(C2)C(=O)O